methyl 2-(4-fluoro-2-isopropyl-6-(2-(((trifluoromethyl)sulfonyl)oxy)pyridin-4-yl)phenyl)acetate FC1=CC(=C(C(=C1)C1=CC(=NC=C1)OS(=O)(=O)C(F)(F)F)CC(=O)OC)C(C)C